ClC1=CC2=C(O[C@@H](CN(S2(=O)=O)CC=2C=C(C=C3CCCC23)C(CC(=O)O)C2=C(C3=C(N(N=N3)C)C=C2)C)CC)C=C1OCC 3-(7-{[(4R)-8-Chloro-7-ethoxy-4-ethyl-1,1-dioxido-3,4-dihydro-2H-5,1,2-benzoxathiazepin-2-yl]methyl}-2,3-dihydro-1H-inden-5-yl)-3-(1,4-dimethyl-1H-benzotriazol-5-yl)propanoic acid